3-(3-tertiary butyl-4-hydroxy-5-methylphenyl)acrylonitrile C(C)(C)(C)C=1C=C(C=C(C1O)C)C=CC#N